(1S,4s)-4-(8-(2-chloro-4-cyano-6-fluorophenylamino)-2-((R)-3,3-difluorocyclopentylamino)-9H-purin-9-yl)cyclohexanecarboxamide ClC1=C(C(=CC(=C1)C#N)F)NC=1N(C2=NC(=NC=C2N1)N[C@@H]1CC(CC1)(F)F)C1CCC(CC1)C(=O)N